4-({4-[5-(Ethoxymethyl)-1,2,4-oxadiazol-3-yl]-3-methoxypyridin-2-yl}amino)-N-(2H3)methyl-6-propanamidopyridin-3-carboxamid C(C)OCC1=NC(=NO1)C1=C(C(=NC=C1)NC1=C(C=NC(=C1)NC(CC)=O)C(=O)NC([2H])([2H])[2H])OC